FC(C1=CC=CC(=N1)NC(=O)C=1C(=CC=2N(C1)C=C(N2)[C@]21CO[C@](CC2)(C1)C)OC(C)C)F N-(6-(difluoromethyl)pyridin-2-yl)-7-isopropoxy-2-((1R,4S)-1-methyl-2-oxabicyclo[2.2.1]heptan-4-yl)imidazo[1,2-a]pyridine-6-carboxamide